(R)-1-(1-(7,8-difluoro-1-oxo-1,2-dihydroisoquinolin-4-yl)ethyl)-1-methyl-3-(pyridin-4-yl)urea FC1=CC=C2C(=CNC(C2=C1F)=O)[C@@H](C)N(C(=O)NC1=CC=NC=C1)C